BrC1=CC(=C(C#N)C(=C1)OC)Cl 4-Bromo-2-chloro-6-methoxybenzonitrile